COC12CCC(CC1)(CC2)N2C1=NC(=NC=C1N(C2=O)C)NC=2C(=CC=1N(C2)N=CN1)C 9-(4-methoxybicyclo[2.2.2]octan-1-yl)-7-methyl-2-((7-methyl-[1,2,4]triazolo[1,5-a]pyridin-6-yl)amino)-7,9-dihydro-8H-purin-8-one